(3-(2-(2-aminoethoxy)ethoxy)propionylamino)-N-(4,5-dimethylthiazol-2-yl)-5-fluorobenzamide NCCOCCOCCC(=O)NC1=C(C(=O)NC=2SC(=C(N2)C)C)C=C(C=C1)F